N-(3-bromobenzyl)-1,1-dimethoxypropan-2-amine BrC=1C=C(CNC(C(OC)OC)C)C=CC1